7-(Cyclopentylamino)-2-(((1-(2,2-difluoroethyl)piperidin-4-yl)thio)methyl)quinazolin-4(3H)-one C1(CCCC1)NC1=CC=C2C(NC(=NC2=C1)CSC1CCN(CC1)CC(F)F)=O